(3S)-4-cyclobutyl-3-methylpiperazin C1(CCC1)N1[C@H](CNCC1)C